C[C@@H]1N(CC1)C=1N=C(C2=C(N1)CCC2)C=2C=C1C(=CNC(C1=CC2)=O)S(=O)(=O)N 6-[2-[(2S)-2-methylazetidin-1-yl]-6,7-dihydro-5H-cyclopenta[d]pyrimidin-4-yl]-1-oxo-2H-isoquinoline-4-sulfonamide